1-methyl-4-((1-(2-nitrovinyl)cyclopropaneyl)sulfonyl)benzene tert-butyl-N-(5-bromo-1H-1,3-benzodiazol-2-yl)carbamate C(C)(C)(C)OC(NC1=NC2=C(N1)C=CC(=C2)Br)=O.CC2=CC=C(C=C2)S(=O)(=O)C2(CC2)C=C[N+](=O)[O-]